ClC1=C(C(C2=CC=C(C=C2)Cl)OC2CN(C2)C(=O)N[C@@H](C2=CC=CC=C2)C)C=CC=C1 3-(2,4'-dichlorobenzhydryloxy)-N-[(R)-α-methylbenzyl]azetidine-1-carboxamide